4-oxo-4,5,8,9-tetrahydro-6H-pyrano[3,4-b]thieno[3,4-d]pyridin O=C1C=2C(C3=C(N1)COCC3)=CSC2